1-((3s,4r)-4-(3,5-difluorophenyl)-1-(2-methoxyethyl)pyrrolidin-3-yl)-3-(1-methyl-3-(pyridin-2-yl)-1H-pyrazol-5-yl)urea FC=1C=C(C=C(C1)F)[C@H]1[C@@H](CN(C1)CCOC)NC(=O)NC1=CC(=NN1C)C1=NC=CC=C1